3-chloro-N-(4-{1-[(oxan-4-yl)carbamoyl]cyclobutyl}phenyl)benzamide sodium germinate [Ge]1(=CC=CC=C1)C(=O)[O-].[Na+].ClC=1C=C(C(=O)NC2=CC=C(C=C2)C2(CCC2)C(NC2CCOCC2)=O)C=CC1